di-tert-butoxybis(ethoxyacetoacetyl)titanium C(C)(C)(C)O[Ti](C(CC(=O)COCC)=O)(C(CC(=O)COCC)=O)OC(C)(C)C